3-amino-1-(4-bromophenyl)-4-(6-(((tert-butyldiphenylsilyl)oxy)methyl)tetrahydro-2H-pyran-3-yl)-1H-pyrrole-2-carbonitrile NC1=C(N(C=C1C1COC(CC1)CO[Si](C1=CC=CC=C1)(C1=CC=CC=C1)C(C)(C)C)C1=CC=C(C=C1)Br)C#N